3,6-dimethyl-3,6-bis(t-butylperoxy)-4-octyne CC(CC)(C#CC(CC)(OOC(C)(C)C)C)OOC(C)(C)C